4,5-diiodo-2-methyl-2H-1,2,3-triazole IC1=NN(N=C1I)C